(2S)-1,1,1-trifluoropropan FC(CC)(F)F